4-(6-bromo-2,3-dihydrobenzo[d]oxazol-2-yl)picolinic acid ethyl ester C(C)OC(C1=NC=CC(=C1)C1OC2=C(N1)C=CC(=C2)Br)=O